N-[2-(2,2-dimethylpyrrolidin-1-yl)ethyl]-6-[5-(5-fluoro-6-methyl-2-pyridyl)-1H-imidazol-4-yl]-1,5-naphthyridin-3-amine CC1(N(CCC1)CCNC=1C=NC2=CC=C(N=C2C1)C=1N=CNC1C1=NC(=C(C=C1)F)C)C